C(C)N(CCNC)CC 5-ethyl-2,5-diazaheptane